Indolpyruvate N1C(=CC2=CC=CC=C12)CC(C(=O)[O-])=O